3-(4-fluorophenyl)-6-((3-(pyridin-4-yloxy)azetidin-1-yl)methyl)imidazo[1,5-a]pyrazin-8(7H)-one FC1=CC=C(C=C1)C1=NC=C2N1C=C(NC2=O)CN2CC(C2)OC2=CC=NC=C2